N-(2-chloro-3-(trifluoromethyl)benzyl)-5'-fluoro-6',7'-dihydro-5'H-spiro[oxirane-2,8'-quinoline]-5'-carboxamide ClC1=C(CNC(=O)C2(C=3C=CC=NC3C3(CC2)OC3)F)C=CC=C1C(F)(F)F